O=C1NC(CCC1N1C(N(C2=C1C=CC(=C2)[C@H]2[C@@H](CN(CC2)CC(=O)O)F)CC)=O)=O 2-[(3S,4S)-4-[1-(2,6-dioxo-3-piperidyl)-3-ethyl-2-oxo-benzimidazol-5-yl]-3-fluoro-1-piperidyl]acetic acid